(5-chloro-1-methyl-1H-indol-3-yl)-N-(5-chloro-6-fluoropyridin-2-yl)acetamide ClC=1C=C2C(=CN(C2=CC1)C)CC(=O)NC1=NC(=C(C=C1)Cl)F